N-(4-(3-(diethylamino)propoxy)phenyl)-5-methyl-4-(3-phenylisooxazolidin-2-yl)pyrimidin-2-amine hydrochloride Cl.C(C)N(CCCOC1=CC=C(C=C1)NC1=NC=C(C(=N1)N1OCCC1C1=CC=CC=C1)C)CC